COC(=O)[C@@H]1N(CCN(C1)S(=O)(=O)C=1C=NC=CC1)C(=O)OC(C)(C)C (R)-4-(pyridine-3-sulfonyl)-piperazine-1,2-dicarboxylic acid 1-tert-butyl ester 2-methyl ester